BrC1=NC=C(C2=C1C=NN2CC2=CC=C(C=C2)OC)Cl 4-bromo-7-chloro-1-(4-methoxybenzyl)-1H-pyrazolo[4,3-c]pyridine